N-(3-(dimethylamino)propyl)-1-(2-isopropyl-3,4-dimethyl-2H-pyrazolo[3,4-d]pyridazin-7-yl)piperidine-4-carboxamide CN(CCCNC(=O)C1CCN(CC1)C1=NN=C(C=2C1=NN(C2C)C(C)C)C)C